alpha-aminoisovaleric acid NC(C(=O)O)C(C)C